COC(=O)[C@H]1N(C[C@H](CC1)O)C(=O)OC(C)(C)C (2s,5s)-5-hydroxypiperidine-1,2-dicarboxylic acid O1-tert-butyl ester O2-methyl ester